FC1(CC(CCC1)C1=C(N=C(N1C(=O)N)OC)C1=CC=CC=C1)F (3,3-Difluorocyclohexyl)-2-methoxy-4-phenyl-1H-imidazole-1-carboxamide